5-chloro-7-(pyridin-2-ylamino)pyrazolo[1,5-a]pyrimidine-3-carbonitrile ClC1=NC=2N(C(=C1)NC1=NC=CC=C1)N=CC2C#N